Cl.S1C(=CC=C1)CC(=O)NC1C2SCC=C(N2C1)C(=O)O 7-[(2-thienylacetyl) amino]-5-thia-1-azabicyclo[4.2.0]oct-2-ene-2-carboxylate hydrochloride